2-({3-[(E)-2-(pyridin-2-yl)vinyl]imidazo[1,5-a]pyridin-7-yl}thio)benzoic acid N1=C(C=CC=C1)/C=C/C1=NC=C2N1C=CC(=C2)SC2=C(C(=O)O)C=CC=C2